6-cyclobutyl-3-(3-(1-methyl-1H-pyrazol-4-yl)pyrazolo[1,5-a]pyridin-5-yl)-1H-pyrrolo[2,3-b]pyridine C1(CCC1)C1=CC=C2C(=N1)NC=C2C2=CC=1N(C=C2)N=CC1C=1C=NN(C1)C